N-((3R,4S)-4-((4-((cyclopropylmethyl)amino)-2-(2,6-difluoro-3,5-dimethoxy-phenyl)pyrido[3,4-d]pyrimidin-6-yl)amino)tetrahydrofuran-3-yl)acrylamide C1(CC1)CNC=1C2=C(N=C(N1)C1=C(C(=CC(=C1F)OC)OC)F)C=NC(=C2)N[C@H]2[C@H](COC2)NC(C=C)=O